1-(tert-butyl) 2-methyl (2R,4R,5R)-4-((tert-butyldimethylsilyl)oxy)-5-methylpyrrolidine-1,2-dicarboxylate [Si](C)(C)(C(C)(C)C)O[C@@H]1C[C@@H](N([C@@H]1C)C(=O)OC(C)(C)C)C(=O)OC